C[C@@H]1CN(C[C@@H](N1C)C)[C@H]1CN(CC1)C(=O)OC(C)(C)C tert-Butyl (R)-3-((3R,5S)-3,4,5-trimethylpiperazin-1-yl)pyrrolidine-1-carboxylate